N1(N=CC=C1)CCN1C=CC2=CC(=CC=C12)N1C(NC2=C(C1=O)C1=C(S2)CCCCC1)=O 3-(1-(2-(1H-pyrazol-1-yl)ethyl)-1H-indol-5-yl)-1,5,6,7,8,9-hexahydro-2H-cyclohepta[4,5]thieno[2,3-d]pyrimidine-2,4(3H)-dione